4-(2-(benzylthio)phenyl)-5-methyl-3-phenylisoxazole C(C1=CC=CC=C1)SC1=C(C=CC=C1)C=1C(=NOC1C)C1=CC=CC=C1